1-N-[4-[7-(5,6-dihydro-4H-pyrrolo[1,2-b]pyrazol-2-yl)quinolin-4-yl]oxyphenyl]-1-N'-(4-fluorophenyl)cyclopropane-1,1-dicarboxamide N=1N2C(=CC1C1=CC=C3C(=CC=NC3=C1)OC1=CC=C(C=C1)NC(=O)C1(CC1)C(=O)NC1=CC=C(C=C1)F)CCC2